ClC1=CC=C(C(=N1)C(=O)O)N[C@H](C)C=1C=C(C=C2C(N(C(=NC12)C1=NN(C2=CC=CC=C12)C)C)=O)C (R)-6-chloro-3-((1-(3,6-dimethyl-2-(1-methyl-1H-indazol-3-yl)-4-oxo-3,4-dihydroquinazolin-8-yl)ethyl)amino)picolinic acid